IC1=NC=2C=CC=CC2C2=C1OCC1=C2CCN(C1)C(=O)O 7-iodo-1,5-dihydro-2H-pyrido[4',3':4,5]Pyrano[2,3-c]Quinoline-3(4H)-carboxylic acid